COC1CCN(CC1)C1=NC2=C(C=C(C=C2C(N1C)=O)C)C(C)NC1=C(C(=O)O)C=CC=C1 2-((1-(2-(4-methoxypiperidin-1-yl)-3,6-dimethyl-4-oxo-3,4-dihydroquinazolin-8-yl)ethyl)amino)benzoic acid